CC=1C(=C(C=CC1C)O)C(C)(C)C 3,4-dimethyl-tert-butylphenol